(2S,6R)-2,6-dimethyl-4-(1-((2-(trimethylsilyl)ethoxy)methyl)-1H-benzo[d]imidazole-4-yl)morpholine C[C@H]1CN(C[C@H](O1)C)C1=CC=CC=2N(C=NC21)COCC[Si](C)(C)C